C1(=CC=CC=C1)C=1C=CC=C2C=C(CC12)C 7-phenyl-2-methyl-1H-indene